CN1CC2=C(CC1)OC(=C2)C(=O)O 5-methyl-4,5,6,7-tetrahydrofuro[3,2-c]pyridine-2-carboxylic acid